C(CCC\C=C/CC)OC(CCC(=O)OCCCCCCN(CCCCCCCC(=O)OCCCCCCCCC)CCCCOP(=O)(OCC)OCC)OCCCC\C=C/CC nonyl 8-((6-((4,4-bis(((Z)-oct-5-en-1-yl)oxy)butanoyl)oxy)hexyl)(4-((diethoxyphosphoryl)oxy)butyl)amino)octanoate